N-(3-amino-2,2-difluoropropyl)-2-(4-methoxyphenyl)-6-(4-(4-methylpiperazin-1-yl)phenyl)pyridin-4-amine NCC(CNC1=CC(=NC(=C1)C1=CC=C(C=C1)N1CCN(CC1)C)C1=CC=C(C=C1)OC)(F)F